C1(CC1)C=1C=NC=NC1 5-cyclopropylpyrimidine